BrC=1C(=C(C(=CC1)C=O)NC(C)=O)F N-(3-bromo-2-fluoro-6-formylphenyl)acetamide